C(CCCCC)OCOCCCC(CC(CC(CC(CC(CC(CC(CC(C)O)C)C)C)C)C)C)C 18-hydroxy-4,6,8,10,12,14,16-heptamethyl-nonadecyl hexyloxymethyl ether